6-(7-methylspiro[2H-benzofuran-3,1'-cyclopropane]-4-yl)oxy-3-nitro-pyridin-2-amine CC1=CC=C(C2=C1OCC21CC1)OC1=CC=C(C(=N1)N)[N+](=O)[O-]